NC1=C(C2=C(S1)CCCC2C(=O)ONC(C2=C(C=C(C=C2)Br)F)=N)C#N N-((2-amino-3-cyano-4,5,6,7-tetrahydrobenzo[b]thiophene-4-carbonyl)oxy)-4-bromo-2-fluorobenzimidamide